tert-butyl 4-oxo-3-((5-((4-(3-((2-((1S)-1-((tetrahydro 2H-pyran-2-yl)oxy)ethyl)-1H-imidazol-1-yl)methyl)isoxazol-5-yl)phenyl)ethynyl)pyridin-2-yl)methyl)imidazolidine-1-carboxylate O=C1N(CN(C1)C(=O)OC(C)(C)C)CC1=NC=C(C=C1)C#CC1=CC=C(C=C1)C1=CC(=NO1)CN1C(=NC=C1)[C@H](C)OC1OCCCC1